OC(=O)C(F)(F)F.CN1C(C2=C(C=C1)C=NN2)=O 6-methyl-1H-pyrazolo[3,4-c]Pyridin-7-one TFA salt